4-(5-hydroxy-2-(2-propanyl)phenyl)-2-(2-(2-propenoyl)-2,6-diazaspiro[3.4]octan-6-yl)-3-quinolinecarbonitrile OC=1C=CC(=C(C1)C1=C(C(=NC2=CC=CC=C12)N1CC2(CN(C2)C(C=C)=O)CC1)C#N)C(C)C